N1(CCCC1)S(=O)(=O)C=1C=C(C=CC1)NC(C=CN1CCN(CC1)C1=C2C(NC=N1)=NC=C2)=O N-[3-(pyrrolidine-1-sulfonyl)phenyl]-3-(4-{1H-pyrrolo[2,3-d]pyrimidin-4-yl}piperazin-1-yl)propenamide